N[C@H](C(=O)N1[C@@H]([C@H]2C([C@H]2C1)(C)C)C(=O)N(N)C[C@H]1C(NCC1)=O)[C@H](CC)C (1R,2S,5S)-3-[(2S,3S)-2-amino-3-methyl-pentanoyl]-6,6-dimethyl-N-[[(3S)-2-oxopyrrolidin-3-yl]methyl]-3-azabicyclo[3.1.0]hexane-2-carbohydrazide